[bis(dimethylamino)methylene]-1H-1,2,3-triazolo[4,5-b]pyridinium-3-oxid hexafluorophosphate F[P-](F)(F)(F)(F)F.CN(C)C(N(C)C)=[N+]1N=[N+](C2=NC=CC=C21)[O-]